C(#N)C(CCC(=O)O)(C)SC(=S)SCCCCCCCCCCCC 4-cyano-4-[(dodecylsulphanylthio-carbonyl)sulphanyl]pentanoic acid